N1(C=NC=C1)CC=1OC=C(N1)C(=O)N[C@H](CN1N=C(C=C1)C1=CC(=C(C=C1)C#N)Cl)C (S)-2-((1H-imidazol-1-yl)methyl)-N-(1-(3-(3-chloro-4-cyanophenyl)-1H-pyrazol-1-yl)propan-2-yl)oxazole-4-carboxamide